N-[2-(4-aminophenyl)thieno[3,2-c]pyridin-4-yl]-2-fluoro-N-[(3R)-3-piperidyl]-4-(triazolo[4,5-b]pyridin-3-yl)benzamide NC1=CC=C(C=C1)C1=CC=2C(=NC=CC2S1)N(C(C1=C(C=C(C=C1)N1N=NC=2C1=NC=CC2)F)=O)[C@H]2CNCCC2